((4-(6-chloropyridin-2-yl)piperidin-1-yl)methanyl)-1-(oxetan-2-ylmethyl)-1H-benzo[d]imidazole-6-carboxylate ClC1=CC=CC(=N1)C1CCN(CC1)COC(=O)C=1C=CC2=C(N(C=N2)CC2OCC2)C1